CC1=C(C=CC=C1)SC1=C(O)C=CC(=C1)O 2-(2-methyl-phenylthio)hydroquinone